((4-(3-hydroxypropyl)phenyl)amino)-7,8-dihydro-6H-thiopyrano[3,2-d]pyrimidine 5,5-dioxide OCCCC1=CC=C(C=C1)NC=1N=CC2=C(N1)CCCS2(=O)=O